NC([C@H](CCC(=O)OC(C)(C)C)N1C(C2=CC=CC(=C2C1)OCC1=CC=C(C=C1)CN1C(COCC1)COS(=O)(=O)C)=O)=O tert-Butyl (4S)-5-amino-4-[4-[[4-[[3-(methylsulfonyloxy methyl)morpholin-4-yl]methyl]phenyl]methoxy]-1-oxoisoindolin-2-yl]-5-oxo-pentanoate